3-[6-(3-{[(2S)-1-(1H-tetrazol-1-yl)propan-2-yl]oxy}phenyl)imidazo[1,2-b]pyridazin-3-yl]-1,2-dihydropyridin-2-one N1(N=NN=C1)C[C@H](C)OC=1C=C(C=CC1)C=1C=CC=2N(N1)C(=CN2)C=2C(NC=CC2)=O